3,5-dihydroxy-benzoic acid methyl ester COC(C1=CC(=CC(=C1)O)O)=O